[Na+].[Na+].[Na+].[Na+].C(CN([C@@H](CCC(=O)[O-])C(=O)[O-])CC(=O)[O-])(=O)[O-] glutamic acid, N,N-diacetic acid tetrasodium salt